OC1=C(C2=C(C=CCO2)C=C1OC)OC 7-hydroxy-6,8-dimethoxybenzopyran